1-[(2R,4S)-4-{4-Amino-3-[2-(4,6-difluoro-1-methyl-1,3-benzodiazol-5-yl)ethynyl]pyrazolo[3,4-d]pyrimidin-1-yl}-2-[(difluoromethoxy)methyl]pyrrolidin-1-yl]prop-2-en-1-one NC1=C2C(=NC=N1)N(N=C2C#CC2=C(C1=C(N(C=N1)C)C=C2F)F)[C@H]2C[C@@H](N(C2)C(C=C)=O)COC(F)F